C1(=CC=CC=C1)C(N1N=CC=2NC(C=CC21)=O)(C2=CC=CC=C2)C2=CC=CC=C2 1-(triphenylmethyl)-1H,4H,5H-pyrazolo[4,3-b]pyridin-5-one